2,3-Dibromopropane-1-amine hydrobromide Br.BrC(CN)CBr